2-{[2-chloro-5-(difluoromethoxy)-3-[(2S)-2-methylpiperazin-1-yl]phenyl]amino}-4-(cyclopropylamino)pyrazolo[1,5-a][1,3,5]triazine-8-carbonitrile ClC1=C(C=C(C=C1N1[C@H](CNCC1)C)OC(F)F)NC1=NC=2N(C(=N1)NC1CC1)N=CC2C#N